3-isocyanatopropyl-triethoxysilane N(=C=O)CCC[Si](OCC)(OCC)OCC